ClC1=CC=C(C(=N1)C(=O)O)N[C@H](C)C1=C2N=C(C(=NC2=CC(=C1)C)C#N)N1COCC2(C1)N1C(COC2)CCC1 6-chloro-3-(((1R)-1-(2-cyano-7-methyl-3-(tetrahydro-1H,3H-spiro[pyrrolo[2,1-c][1,4]oxazine-4,5'-[1,3]oxazinan]-3'-yl)quinoxalin-5-yl)ethyl)amino)picolinic acid